FC1(C[C@H](CC1)C=O)F (S)-3,3-difluorocyclopentane-1-carbaldehyde